3-fluoro-2-[4-[[(1s,2r)-2-hydroxycyclohexyl]amino]pyrido[3,4-d]pyridazin-1-yl]-5-(trifluoromethyl)phenol FC=1C(=C(C=C(C1)C(F)(F)F)O)C1=C2C(=C(N=N1)N[C@@H]1[C@@H](CCCC1)O)C=NC=C2